Pyrimidine-5-carbaldehyde O-methyloxime CON=CC=1C=NC=NC1